N-(5-fluoropyridin-2-yl)-2-{2-[(±)-1-hydroxyethyl]-5,8-dioxo-6-(propan-2-yl)-5,6,7,8-tetrahydro-4H-pyrazolo[1,5-a]pyrrolo[3,4-d]pyrimidin-4-yl}acetamide FC=1C=CC(=NC1)NC(CN1C=2N(C(C3=C1C(N(C3)C(C)C)=O)=O)N=C(C2)[C@@H](C)O)=O |r|